[B].FC(C(C(F)(F)F)(C)OC1=CC=CC=C1)F.FC(C(C(F)(F)F)(C)OC1=CC=CC=C1)F dipentafluorophenyl-tertiary butyl-oxygen boron